5-fluoro-2-(2-oxo-1,4-dihydroquinazolin-3(2H)-yl)benzonitrile FC=1C=CC(=C(C#N)C1)N1C(NC2=CC=CC=C2C1)=O